tert-butyl (2-(1,1-dioxidoisothiazolidin-2-yl)ethyl)(methyl)carbamate O=S1(N(CCC1)CCN(C(OC(C)(C)C)=O)C)=O